ethyl N-(4-chlorobenzyl)-P-((5-(5-(chlorodifluoromethyl)-1,2,4-oxadiazol-3-yl)pyridin-2-yl)methyl)phosphonamidate ClC1=CC=C(CNP(OCC)(=O)CC2=NC=C(C=C2)C2=NOC(=N2)C(F)(F)Cl)C=C1